N-((S)-3-cyclopropyl-1-oxo-1-(((S)-1-oxo-3-((S)-2-oxopyrrolidin-3-yl)propan-2-yl)amino)propan-2-yl)-5-(2-fluorophenyl)isoxazole-3-carboxamide C1(CC1)C[C@@H](C(N[C@H](C=O)C[C@H]1C(NCC1)=O)=O)NC(=O)C1=NOC(=C1)C1=C(C=CC=C1)F